FC(=CC1=CC(=CC=C1)OC)F 1-(2,2-difluorovinyl)-3-methoxybenzene